ClC1=CC2=C(C(=N1)OCC)C(=NN2CCCC(=O)O)NC2=CC=CC=C2 4-(6-chloro-4-ethoxy-3-(phenylamino)-1H-pyrazolo[4,3-c]pyridin-1-yl)butyric acid